2-chloro-1-phenylnaphthalene ClC1=C(C2=CC=CC=C2C=C1)C1=CC=CC=C1